Cl.CNC(=O)C1NCC2(CC2)C1 N-(methyl)-5-azaspiro[2.4]heptane-6-carboxamide hydrochloride